Cis-2,6-dimethylpiperidine C[C@@H]1N[C@@H](CCC1)C